3,3-dimethyl-5-(5-(2-methyl-5,6,7,8-tetrahydroimidazo[1,2-a]pyrazine-7-carbonyl)-1H-pyrrolo[2,3-b]pyridin-3-yl)isoindolin-1-one CC1(NC(C2=CC=C(C=C12)C1=CNC2=NC=C(C=C21)C(=O)N2CC=1N(CC2)C=C(N1)C)=O)C